1,3-dimethylimidazol-2-ylborane CN1C(N(C=C1)C)B